tert-butyl (S)-3-(((6-methoxy-4-(4-(2-(4-(trifluoromethyl)phenyl)acetamido)phenyl)quinazoline-7-yl)oxy)methyl)pyrrolidine-1-carboxylate COC=1C=C2C(=NC=NC2=CC1OC[C@@H]1CN(CC1)C(=O)OC(C)(C)C)C1=CC=C(C=C1)NC(CC1=CC=C(C=C1)C(F)(F)F)=O